2-(3-fluoro-4-methoxypyridin-2-yl)acetamide tert-butyl-4-(7-methyl-2-oxo-1,2-dihydro-1,8-naphthyridin-3-yl)piperidine-1-carboxylate C(C)(C)(C)OC(=O)N1CCC(CC1)C=1C(NC2=NC(=CC=C2C1)C)=O.FC=1C(=NC=CC1OC)CC(=O)N